CC1=CC2C(CC1)C(=O)OC2=O 4-methyl-delta-3-tetrahydrophthalic anhydride